F[C@H]1CN(CC[C@H]1OC)C1=NC=CC(=N1)NC=1N=CC2=C(C=CC(=C2C1)[C@H]1[C@@H](CC1)NC(C=C)=O)N1CC(C1)CS(=O)(=O)C N-((1R,2S)-2-(3-((2-((3S,4R)-3-fluoro-4-methoxypiperidin-1-yl)pyrimidin-4-yl)amino)-8-(3-((methylsulfonyl)methyl)azetidin-1-yl)isoquinolin-5-yl)cyclobutyl)acrylamide